N7-(2-(ethylamino)ethyl)-2-(1H-pyrazol-5-yl)thieno[3,2-b]pyridine-5,7-diamine trifluoroacetate FC(C(=O)O)(F)F.C(C)NCCNC1=C2C(=NC(=C1)N)C=C(S2)C2=CC=NN2